1-(4-Methoxyphenyl)-3-methyl-6-((2-methyl-4-((1-methyl-2-nitro-1H-imidazol-5-yl)methoxy)phenyl)amino)-1,3-dihydro-2H-imidazo[4,5-c]pyridin-2-one COC1=CC=C(C=C1)N1C(N(C=2C=NC(=CC21)NC2=C(C=C(C=C2)OCC2=CN=C(N2C)[N+](=O)[O-])C)C)=O